CN1CC(C1)(C)[C@@](C=1C=C(C=NC1)C1=NOC(=N1)C1C(CN(CC1)C(C)=O)OC)(C1=CC=C(C=C1)C(C)C)O 1-[4-(3-{5-[(R)-(1,3-dimethyl-azetidin-3-yl)-hydroxy-(4-isopropyl-phenyl)-methyl]-pyridin-3-yl}-[1,2,4]Oxadiazol-5-yl)-3-methoxy-piperidin-1-yl]-ethanone